2-methyl-2-((1-oxo-2-propenyl)amino)-1-propanesulfonic acid monosodium salt [Na+].CC(CS(=O)(=O)[O-])(C)NC(C=C)=O